1-(2-((1-((2-(ethoxymethoxy)naphthalen-1-yl)methyl)naphthalen-2-yl)oxy)ethyl)pyrrolidine C(C)OCOC1=C(C2=CC=CC=C2C=C1)CC1=C(C=CC2=CC=CC=C12)OCCN1CCCC1